((2-(((3S,6S,9aS)-3-(3-(4-ethylpyridin-3-yl)azetidine-1-carbonyl)-5-oxooctahydro-1H-pyrrolo[1,2-a]azepin-6-yl)carbamoyl)pyrazolo[1,5-a]pyridin-5-yl)methyl)phosphonic acid C(C)C1=C(C=NC=C1)C1CN(C1)C(=O)[C@@H]1CC[C@H]2N1C([C@H](CCC2)NC(=O)C2=NN1C(C=C(C=C1)CP(O)(O)=O)=C2)=O